BrC(C)C1=C(OC2=CC=C(C=C2C1=O)C(=O)N(C)C)N1CCOCC1 (1-bromoethyl)-N,N-dimethyl-2-morpholino-4-oxo-chromene-6-carboxamide